BrCC1=NC(=CC=C1)N1CCCC1 2-(bromomethyl)-6-(pyrrolidin-1-yl)pyridine